C(C)(C)N1C=CC=2C(=NC(=CC21)NC=2SC(=CN2)C)OC2CN(C2)C(C=C)=O 1-(3-((1-isopropyl-6-((5-methylthiazol-2-yl)amino)-1H-pyrrolo[3,2-c]pyridin-4-yl)oxy)azetidin-1-yl)prop-2-en-1-one